(S)-2-(2,6-dichloro-4-((S)-1-phenylethylcarbamoyl)benzamido)-3-(3-((R)-2,3-dihydro-1H-inden-1-yl)ureido)propanoic acid ClC1=C(C(=O)N[C@H](C(=O)O)CNC(=O)N[C@@H]2CCC3=CC=CC=C23)C(=CC(=C1)C(N[C@@H](C)C1=CC=CC=C1)=O)Cl